[C@@H]12N(C[C@@H](NC1)C2)C=2C=CC=1N=CN=C(C1N2)NC2=C(C(=C(C=C2)OC(F)F)Cl)F 6-((1S,4S)-2,5-diazabicyclo[2.2.1]heptan-2-yl)-N-(3-chloro-4-(difluoromethoxy)-2-fluorophenyl)pyrido[3,2-d]pyrimidin-4-amine